(S,E)-N-(5-(4-(1-((5-cyclopropyl-1H-pyrazol-3-yl)amino)-1-oxopropan-2-yl)phenyl)pyridin-2-yl)-4-morpholinobut-2-enamide C1(CC1)C1=CC(=NN1)NC([C@@H](C)C1=CC=C(C=C1)C=1C=CC(=NC1)NC(\C=C\CN1CCOCC1)=O)=O